C(C)(C)(C)N1CCC(CC1)OC1=C(C=C(C=C1)N1[C@H](CCC1)C=1N=C(SC1)N)Cl tert-butyl-(R)-4-(4-(2-(2-aminothiazol-4-yl)pyrrolidin-1-yl)-2-chlorophenoxy)piperidine